CC1(C(C(C2=CC(=C(C=C12)C)C(C)=O)(C)C)C)C 1-(1,1,2,3,3,6-hexamethyl-2,3-dihydro-1H-inden-5-yl)ethanone